N-(1-(3,4-bis(benzyloxy)phenyl)-5,8,11,14,17,20,23-heptaoxa-2-azapentacosan-25-yl)-4-phenylbutanamide C(C1=CC=CC=C1)OC=1C=C(C=CC1OCC1=CC=CC=C1)CNCCOCCOCCOCCOCCOCCOCCOCCNC(CCCC1=CC=CC=C1)=O